C[C@@H]1O[C@@H](CN(C1)C1=CC=C(C=N1)N1C(C(C2=C1N=C(N=C2NC)CO)(C)C)=O)C 7-(6-((2S,6R)-2,6-dimethylmorpholino)pyridin-3-yl)-2-(hydroxymethyl)-5,5-dimethyl-4-(methylamino)-5,7-dihydro-6H-pyrrolo[2,3-d]pyrimidin-6-one